C(C1=CC=CC=C1)N1CCC(CC1)(C(=O)OC)CC(=O)O 2-(1-benzyl-4-methoxycarbonyl-4-piperidinyl)acetic acid